4-[3-(4-chloro-5-methoxy-1-methyl-1H-indole-2-amido)oxetan-3-yl]-3-fluorobenzoic acid ClC1=C2C=C(N(C2=CC=C1OC)C)C(=O)NC1(COC1)C1=C(C=C(C(=O)O)C=C1)F